OC1(CN(C1)C1=CC(=C2C(C(=CN(C2=N1)C1=NC=NS1)C(=O)O)=O)C)O 7-(3,3-dihydroxyazetidin-1-yl)-5-methyl-4-oxo-1-(1,2,4-thiadiazol-5-yl)-1,4-dihydro-1,8-naphthyridine-3-carboxylic acid